C(C)(C)(C)[S@@](=O)N1[C@H]([C@H]1C(=O)OC)C(=O)OC(C)(C)C 2-(tert-butyl) 3-methyl (2R,3S)-1-((R)-tert-butylsulfinyl)aziridine-2,3-dicarboxylate